O=C1N(N=C(C2=CC=CC=C12)C=1C=C(C=CC1)CCS(=O)(=O)N)C1=CC=CC=C1 (3-(4-oxo-3-phenyl-3,4-dihydro-phthalazin-1-yl)phenyl)ethylsulphonamide